CC(C)N1C(NC(CC1=O)=O)=O 1-methylethyl-2,4,6(1H,3H,5H)-pyrimidinetrione